7-bromo-3,8-dimethyl-3,4-dihydro-1H-quinoxalin-2-one BrC1=CC=C2NC(C(NC2=C1C)=O)C